4-fluoro-7-methyl-19-(oxan-2-yl)-8,14-dioxa-10,19,20-triazatetracyclo[13.5.2.12,6.018,21]tricosa-1(20),2,4,6(23),15,17,21-heptaen-9-one FC=1C=C2C3=NN(C4=CC=C(OCCCNC(OC(C(C1)=C2)C)=O)C=C34)C3OCCCC3